N-((2R,3S)-1-acetyl-2-(((cis-4-(2,3,6-trifluorophenyl)cyclohexyl)oxy)-methyl)piperidin-3-yl)methanesulfonamide C(C)(=O)N1[C@H]([C@H](CCC1)NS(=O)(=O)C)CO[C@@H]1CC[C@@H](CC1)C1=C(C(=CC=C1F)F)F